FC=1C=C(C=CC1C(F)(F)F)C(=O)N1CCC(CC1)C1=NOC(=C1)NCCS(=O)(=O)C (3-fluoro-4-(trifluoromethyl)phenyl)(4-(5-(2-(methylsulfonyl)ethylamino)isoxazol-3-yl)piperidin-1-yl)methanone